N-[(3S)-9-Fluoro-2-oxo-5-phenyl-1,3-dihydro-1,4-benzodiazepin-3-yl]-2-(2-fluoro-phenyl)-5-pyrrolidin-1-yl-pyrazolo-[1,5-a]pyrimidine-3-carboxamide FC1=CC=CC=2C(=N[C@@H](C(NC21)=O)NC(=O)C=2C(=NN1C2N=C(C=C1)N1CCCC1)C1=C(C=CC=C1)F)C1=CC=CC=C1